CC(=O)N[C@@H]1[C@H](C[C@](O[C@H]1[C@@H]([C@@H](COC(=O)C)OC(=O)C)OC(=O)C)(C(=O)OC)Cl)OC(=O)C N-acetyl-2-chloro-2-deoxyneuraminic acid methyl ester 4,7,8,9-tetraacetate